CC1(C2CCC(C1C2)=C)C 6,6-dimethyl-2-methylenebicyclo[3.1.1]heptan